(4-amino-2,6-dichloro-5-fluoropyridin-3-yl)(piperidin-1-yl)methanone NC1=C(C(=NC(=C1F)Cl)Cl)C(=O)N1CCCCC1